(S)-1-(5-((3-fluoro-2-(1H-pyrazol-1-yl)phenyl)thio)pyrazin-2-yl)-4'H,6'H-spiro[piperidine-4,5'-pyrrolo[1,2-b]pyrazol]-4'-amine FC=1C(=C(C=CC1)SC=1N=CC(=NC1)N1CCC2([C@@H](C=3N(N=CC3)C2)N)CC1)N1N=CC=C1